C(N)(=O)C1=CC=C(C=C1)NC(=O)C1=CC=C(C=C1)NC(=O)C=1OC2=C(C1)C=CC=C2 N-{4-[(4-Carbamoylphenyl)carbamoyl]phenyl}-1-benzofuran-2-carboxamid